5-(4-chloro-2-fluoro-phenyl)-7-[(2s,4r)-2-(1-cyclopropylpyrazol-4-yl)tetrahydropyran-4-yl]-2,3-dimethyl-quinoxaline ClC1=CC(=C(C=C1)C1=C2N=C(C(=NC2=CC(=C1)[C@H]1C[C@H](OCC1)C=1C=NN(C1)C1CC1)C)C)F